3-fluoro-1-methyl-9-(2-(piperidin-1-yl)ethyl)-9H-pyrido[3,4-b]indol-7-ol FC1=CC2=C(N(C3=CC(=CC=C23)O)CCN2CCCCC2)C(=N1)C